FC1=CC=C(C=C1)CCC(C)I 1-fluoro-4-(3-iodobutyl)benzene